potassium acetate tetrahydrate O.O.O.O.C(C)(=O)[O-].[K+]